3-[4-(1-methylsulfonylcyclopropyl)phenyl]azetidine CS(=O)(=O)C1(CC1)C1=CC=C(C=C1)C1CNC1